N-ethyl-3H-imidazole C(C)N1CNC=C1